(S)-6-(4-fluorophenyl)-8-methoxy-N-((tetrahydrofuran-2-yl)methyl)quinazolin-4-amine FC1=CC=C(C=C1)C=1C=C2C(=NC=NC2=C(C1)OC)NC[C@H]1OCCC1